FC1=CC=C(C=C1)[C@@H]1N(CCC2=CC=CC=C12)C(=O)OC[C@H]1N(CC1)C(=O)OC(C)(C)C (S)-((S)-1-(tert-butoxycarbonyl)azetidin-2-yl)methyl 1-(4-fluorophenyl)-3,4-dihydroisoquinoline-2(1H)-carboxylate